3-[N-(cyanomethyl)benzamido]-2-fluoro-N-[4-(perfluoropropan-2-yl)phenyl]benzamide C(#N)CN(C(C1=CC=CC=C1)=O)C=1C(=C(C(=O)NC2=CC=C(C=C2)C(C(F)(F)F)(C(F)(F)F)F)C=CC1)F